ClC1=NC=C(C(=N1)C1=CC(=CC=C1)C(C)C)Cl 2,5-dichloro-4-(3-isopropylphenyl)pyrimidine